4-Hydroxy-N-(4-(trifluoromethyl)benzyl)piperidine-4-carboxamide trifluoroacetic acid salt FC(C(=O)O)(F)F.OC1(CCNCC1)C(=O)NCC1=CC=C(C=C1)C(F)(F)F